N2-Isopropyl-5-(2-isopropyl-5-methanesulfonyl-4-methoxy-phenoxy)-pyrimidine-2,4-diamine C(C)(C)NC1=NC=C(C(=N1)N)OC1=C(C=C(C(=C1)S(=O)(=O)C)OC)C(C)C